CC(CC(=O)OC[C@H]1O[C@@]([C@@H]([C@@H]1OC([C@H](C(C)C)NC(=O)OC(C)(C)C)=O)O)(C#N)C1=CC=C2C(=NC=NN21)N)C [(2R,3S,4R,5R)-5-{4-aminopyrrolo[2,1-f][1,2,4]triazin-7-yl}-3-{[(2S)-2-{[(tert-butoxy)carbonyl]amino}-3-methylbutanoyl]oxy}-5-cyano-4-hydroxyoxolan-2-yl]methyl 3-methylbutanoate